methyl 5-[[(1R,2S)-2-(tert-butoxycarbonylamino)cyclohexyl]amino]pyrazolo[1,5-a]pyrimidine-3-carboxylate C(C)(C)(C)OC(=O)N[C@@H]1[C@@H](CCCC1)NC1=NC=2N(C=C1)N=CC2C(=O)OC